sulfydryl-carboxylic acid SC(=O)O